CC(C)(CCC(C)(OOC(=O)C=1C=C(C=CC1)C)C)OOC(=O)C=1C=C(C=CC1)C 2,5-dimethyl-2,5-bis(m-toluoylperoxy)hexane